N-(3-cyano-5-fluorophenyl)-7,7-difluoro-8-hydroxy-5-azaspiro[3.4]octane-5-carboxamide C(#N)C=1C=C(C=C(C1)F)NC(=O)N1C2(CCC2)C(C(C1)(F)F)O